9,9-Diphenyl-9H-Fluorene-4-amine C1(=CC=CC=C1)C1(C2=CC=CC=C2C=2C(=CC=CC12)N)C1=CC=CC=C1